4'-Cyclopropyl-5,6'-dimethoxy-N-((4-(1-methyl-4-(trifluoromethyl)-1H-imidazol-2-yl)bicyclo[2.2.2]octan-1-yl)methyl)-[2,5'-bipyrimidine]-4-amine C1(CC1)C1=NC=NC(=C1C1=NC=C(C(=N1)NCC12CCC(CC1)(CC2)C=2N(C=C(N2)C(F)(F)F)C)OC)OC